cyclopentyl methacrylate C(C(=C)C)(=O)OC1CCCC1